BrC=1C=C(C(=NC1)C1=NC2=C(N=NC(=C2)C(C(F)(F)F)(F)F)N1C)SCC 5-bromo-3-(ethylsulfanyl)-2-[7-methyl-3-(1,1,2,2,2-pentafluoroethyl)imidazo[4,5-c]pyridazin-6-yl]pyridine